4-((cyclohexylmethyl)amino)-2-((1-methyl-1H-pyrazol-4-yl)amino)pyrimidin-5-carboxamide C1(CCCCC1)CNC1=NC(=NC=C1C(=O)N)NC=1C=NN(C1)C